F[C@@]1(C[C@H](N(C1)C(=O)OC(C)(C)C)C(=O)OCC1=CC=CC=C1)C 2-Benzyl 1-tert-butyl (2S,4R)-4-fluoro-4-methylpyrrolidine-1,2-dicarboxylate